(R)-2,3-diethyl-4-naphthalen-1-yl-9H-indeno[2,1-b]pyridine C(C)C1=C(C(=C2C(=N1)CC=1C=CC=CC12)C1=CC=CC2=CC=CC=C12)CC